3-((3-chlorophenyl)amino)-3-oxopropanoic acid ClC=1C=C(C=CC1)NC(CC(=O)O)=O